6-cyclopropyl-1-(6-methoxy-4-methyl-3-pyridyl)-2-oxo-pyridine-3-carboxylic acid C1(CC1)C1=CC=C(C(N1C=1C=NC(=CC1C)OC)=O)C(=O)O